methyl 2-(2-((5-bromobenzofuran-3-yl)methoxy)-3-cyanophenyl)acetate BrC=1C=CC2=C(C(=CO2)COC2=C(C=CC=C2C#N)CC(=O)OC)C1